Cl.Cl.C1OCCN2[C@H]1CNCC2 (9aS)-octahydropyrazino[2,1-c][1,4]oxazine dihydrochloride